4-(3-aminopropyl)-4-nitro-heptane-1,7-diamine NCCCC(CCCN)(CCCN)[N+](=O)[O-]